N1C(=NC2=C1C=CC=C2)C2=C(C=CC=C2)C=2C(=CC(=CC2)C(N[C@H](COC)C2=CC=CC=C2)=O)C(=O)O 2'-(1H-1,3-benzodiazol-2-yl)-4-{[(1S)-2-methoxy-1-phenylethyl]carbamoyl}-[1,1'-biphenyl]-2-carboxylic acid